C1(CC1)C1=CC=C2C(=N1)NC=C2C2=CC=1N(C=C2)N=CC1C(=O)NC1CCN(CC1)C 5-(6-Cyclopropyl-1H-pyrrolo[2,3-b]pyridin-3-yl)-N-(1-methylpiperidin-4-yl)pyrazolo[1,5-a]pyridine-3-carboxamide